S(=O)(=O)(O)O.NC1=CC=CC=C1 aniline-sulfate salt